N=1C=NN2C1C=CC=C2CCC[C@H]2C[C@@H]1N(CCN(C1)C1=NC(=CC=C1)C(F)(F)F)C2=O (7s,8as)-7-(3-[[1,2,4]triazolo[1,5-a]pyridin-5-yl]propyl)-2-[6-(trifluoromethyl)pyridin-2-yl]-octahydropyrrolo[1,2-a]pyrazin-6-one